C1(CCCCC1)CCC=1N(C=2C(=C3CC[C@@H](N(C3=CC2)C(=O)OC)C)N1)C1CCCCC1 (1R,3R)-3-((S)-2-(2-Cyclohexylethyl)-6-(methoxycarbonyl)-7-methyl-6,7,8,9-tetrahydro-3H-imidazo[4,5-f]chinolin-3-yl)cyclohexan